(R)-3-(4-isopropylcyclohex-1-en-1-yl)propanal C(C)(C)[C@H]1CC=C(CC1)CCC=O